F\C(=C/C1=CC=C(C(=C1N1CC2(CCC1)CCN(CC2)C(=O)OC(C)(C)C)C(F)(F)F)OC2=NC=CC=C2)\C=2N=C(SC2)C2=CN=NC=C2 tert-butyl (Z)-2-(6-(2-fluoro-2-(2-(pyridazin-4-yl)thiazol-4-yl)vinyl)-3-(pyridin-2-yloxy)-2-(trifluoromethyl)phenyl)-2,9-diazaspiro[5.5]undecane-9-carboxylate